urea, chromium salt [Cr].NC(=O)N